2-ethyl-4-[[(1S)-1-[3-fluoro-4-(4,5-dioxaborolan-2-yl)phenyl]ethyl]amino]-3H-pyrrolo[3,4-C]pyridin-1-one C(C)N1CC=2C(=NC=CC2C1=O)N[C@@H](C)C1=CC(=C(C=C1)C1BOOC1)F